O1CCOC2=NC=C(C=C21)CN2C[C@H](NCC2)C2=C(C=CC=C2)C (3R)-1-{2H,3H-[1,4]dioxino[2,3-b]pyridin-7-ylmethyl}-3-(2-methylphenyl)piperazine